C(CCCC)C1(CC(C(CC1)C(CO)C)O)C 1-n-amyl-menthane-3,9-diol